(S)-1-(5-(quinolin-4-ylthio)pyrazin-2-yl)-4'h,6'h-spiro[piperidin-4,5'-pyrrolo[1,2-b]pyrazol]-4'-amine N1=CC=C(C2=CC=CC=C12)SC=1N=CC(=NC1)N1CCC2([C@@H](C=3N(N=CC3)C2)N)CC1